NC=1C=C(CNC(=O)C2=CC3=CC=CC(=C3C=C2)C2=CC=C(C=C2)C(F)(F)F)C=CC1 N-(3-aminobenzyl)-5-(4-(trifluoromethyl)phenyl)-2-naphthamide